1-(4-(t-butyl)phenyl)-1H-indole C(C)(C)(C)C1=CC=C(C=C1)N1C=CC2=CC=CC=C12